C(C1=CC=CC=C1)OC(C(CC)C)O (benzyloxy)-2-methylbutan-1-ol